tert-butyl N-[1-[7-[(8-chloro-6-methyl-imidazo[1,2-a]pyrazin-2-yl)carbamoyl]-2-methyl-indazol-4-yl]-4-piperidyl]-N-cyclopropyl-carbamate ClC=1C=2N(C=C(N1)C)C=C(N2)NC(=O)C2=CC=C(C1=CN(N=C21)C)N2CCC(CC2)N(C(OC(C)(C)C)=O)C2CC2